NC([C@H](C[C@H]1C(NCCC1)=O)NC(=O)[C@H]1N([C@@H]2CC([C@H]1CC2)(F)F)C(=O)OC(C)(C)C)=O tert-butyl (1S,3S,4S)-3-(((S)-1-amino-1-oxo-3-((S)-2-oxopiperidin-3-yl)propan-2-yl)carbamoyl)-5,5-difluoro-2-azabicyclo[2.2.2]octane-2-carboxylate